C1(CC1)C1=NOC(=N1)C12CCC(CC1)(CC2)CN(C(=O)N2CCCCC2)C2=CC(=CC=C2)C2=NC(=NO2)C2CC2 N-((4-(3-cyclopropyl-1,2,4-oxadiazol-5-yl)bicyclo[2.2.2]octan-1-yl)methyl)-N-(3-(3-cyclopropyl-1,2,4-oxadiazol-5-yl)phenyl)piperidine-1-carboxamide